4-chloro-N-(8-chloroimidazo[1,2-a]pyrazin-6-yl)-2-fluorobenzamide ClC1=CC(=C(C(=O)NC=2N=C(C=3N(C2)C=CN3)Cl)C=C1)F